4-(3-((((1S,3S)-3-aminocyclohexyl)-methyl)amino)-1-(4-(pyrrolidine-1-carbonyl)phenyl)-1H-pyrazol-5-yl)-2-fluorobenzonitrile N[C@@H]1C[C@H](CCC1)CNC1=NN(C(=C1)C1=CC(=C(C#N)C=C1)F)C1=CC=C(C=C1)C(=O)N1CCCC1